methyl (3S)-3-amino-4-[4-[4-[[3-[4-(difluoromethoxy)phenyl]imidazo[1,2-a]pyrazin-8-yl]amino]-2-methyl-benzoyl]piperazin-1-yl]-4-oxo-butanoate N[C@@H](CC(=O)OC)C(=O)N1CCN(CC1)C(C1=C(C=C(C=C1)NC=1C=2N(C=CN1)C(=CN2)C2=CC=C(C=C2)OC(F)F)C)=O